(2,5-dihydroxynaphthyl)-10H-9-oxa-10-phosphaphenanthrene-10-oxide OC1=C(C2=CC=CC(=C2C=C1)O)C1=CC=CC=2C3=CC=CC=C3OP(C12)=O